N-methyl-4,4-diphenyl-2-(p-toluylamino)butanamide CNC(C(CC(C1=CC=CC=C1)C1=CC=CC=C1)NC1=CC=C(C=C1)C)=O